((3-bromo-2-(furan-3-yl)-5-methoxyphenyl)ethynyl)trimethylsilane [(3R)-3-hydroxybutyl]4-methylbenzenesulfonate O[C@@H](CCOS(=O)(=O)C1=CC=C(C=C1)C)C.BrC=1C(=C(C=C(C1)OC)C#C[Si](C)(C)C)C1=COC=C1